tert-butyl rac-(1S,2R,4R)-7-azabicyclo[2.2.1]hept-2-ylcarbamate hydrochloride Cl.[C@@H]12[C@@H](C[C@@H](CC1)N2)NC(OC(C)(C)C)=O |r|